(5-bromo-4-(4-fluoro-1-isopropyl-2-methyl-1H-benzo[d]imidazole-6-yl)pyrimidin-2-yl)-N4-(2-(dimethylamino)ethyl)-2-methoxy-N4-methyl-5-nitrobenzene-1,4-diamine BrC=1C(=NC(=NC1)C=1C(=C(C=C(C1N(C)CCN(C)C)[N+](=O)[O-])N)OC)C=1C=C(C2=C(N(C(=N2)C)C(C)C)C1)F